C(=O)(O)CC[N+]1=C(SC2=C1C(=CC=C2)I)C 3-(2-carboxyethyl)-2-methyl-iodobenzothiazolium